NC=1C2=C(N=C(N1)C)N(C=C2C2=C(C(=C(C=C2)NC(C(O)C2=CC(=CC=C2)F)=O)F)C)C N-(4-(4-amino-2,7-dimethyl-7H-pyrrolo[2,3-d]pyrimidin-5-yl)-2-fluoro-3-methylphenyl)-2-(3-fluorophenyl)-2-hydroxyacetamide